Tert-Butyl ((4-formamidophenyl)sulfonyl)(methyl)carbamate C(=O)NC1=CC=C(C=C1)S(=O)(=O)N(C(OC(C)(C)C)=O)C